CNC(=O)C1CC(C1)N1C(=NC2=C1C=C(C=C2)C(=O)N2CCN(CC2)C2=CC=CC=C2)C2=CC(=C(C(=C2)OC)OC)OC (1r,3r)-N-methyl-3-(6-(4-phenylpiperazine-1-carbonyl)-2-(3,4,5-trimethoxyphenyl)-1H-benzo[d]imidazol-1-yl)cyclobutane-1-carboxamide